(trans)-(rac)-3-aminocyclopentan-1-ol hydrochloride salt Cl.N[C@@H]1C[C@H](CC1)O |r|